2-trifluoromethoxy-4-(9-carbazolyl)benzaldehyde FC(OC1=C(C=O)C=CC(=C1)N1C2=CC=CC=C2C=2C=CC=CC12)(F)F